CCCCCC/C=C\CCCCCCCCCC(=O)O[C@H](COC(=O)CCCCCCCCCCC/C=C\C/C=C\CCCCC)COP(=O)([O-])OCC[N+](C)(C)C 1-(13Z,16Z-docosadienoyl)-2-(11Z-octadecenoyl)-sn-glycero-3-phosphocholine